ClC1=CC(=C(C=C1)C1(OC2=C(O1)C=CC=C2C2CCN(CC2)CC2=NC1=C(N2C[C@H]2OCC2)C=C(C=C1OCC)C(=O)O)C)F 2-((4-(2-(4-chloro-2-fluorophenyl)-2-methylbenzo[d][1,3]dioxol-4-yl)piperidin-1-yl)methyl)-4-ethoxy-1-(((S)-oxetan-2-yl)methyl)-1H-benzo[d]imidazole-6-carboxylic acid